(ethylmethylamino)titanium(IV) C(C)N(C)[Ti+3]